3'-((dimethylamino)methylene)-6'-methoxy-7'-(3-methoxypropoxy)spiro[cyclopentane-1,2'-pyrano[3,2-b]pyridin]-4'(3'H)-one CN(C)C=C1C(C2=NC(=C(C=C2OC12CCCC2)OCCCOC)OC)=O